3-(6-amino-8-((6-(dimethylamino)benzo[d][1,3]dioxol-5-yl)thio)-9H-purin-9-yl)-N-methylpropanamide NC1=C2N=C(N(C2=NC=N1)CCC(=O)NC)SC1=CC2=C(OCO2)C=C1N(C)C